C(C)C=1C=NC2=CC(=C(C=C2C1)C=1N=NC(=CC1)N(C1CC(NC(C1)(C)C)(C)C)C)O 3-ethyl-6-(6-(methyl-(2,2,6,6-tetramethylpiperidin-4-yl)amino)pyridazin-3-yl)quinolin-7-ol